C(C)N1N=C(C=C1)C1=NN2C(O[C@@H](CC2)C)=C1C(=O)OCC Ethyl (5R)-2-(1-ethylpyrazol-3-yl)-5-methyl-6,7-dihydro-5H-pyrazolo[5,1-b][1,3]oxazine-3-carboxylate